5-(4-methylpiperidin-4-yl)isoxazole CC1(CCNCC1)C1=CC=NO1